CC(C)(OCCCCCN)C 5-(1,1-dimethylethoxy)pentylamine